1-Methyl-3-(trifluoromethyl)-N-[2'-(trifluoromethyl)biphenyl-2-yl]-1H-pyrazol-4-carboxamid CN1N=C(C(=C1)C(=O)NC1=C(C=CC=C1)C1=C(C=CC=C1)C(F)(F)F)C(F)(F)F